3-(7-(3-chloro-2-methoxyphenyl)-4-oxo-1-((3-(trifluoromethyl)phenyl)sulfonyl)-1,2-dihydroquinazolin-3(4H)-yl)-2,2-dimethylpropionic acid ClC=1C(=C(C=CC1)C1=CC=C2C(N(CN(C2=C1)S(=O)(=O)C1=CC(=CC=C1)C(F)(F)F)CC(C(=O)O)(C)C)=O)OC